CNC1C=C(C1)C1=C(C=CC=C1)C N-methyl-3-(o-tolyl)cyclobut-2-en-1-amine